CC=1C=NC=CC1N1N=CC(=C1C(F)(F)F)C(=O)N 1-3-methylpyridin-4-yl-5-(trifluoromethyl)-1H-pyrazole-4-carboxamide